N-(3-(5-((1-acetylazetidin-3-yl)sulfonyl)-2-(difluoromethoxy)phenyl)-1-methyl-1H-pyrazol-4-yl)pyrazolo[1,5-a]pyrimidine-3-carboxamide C(C)(=O)N1CC(C1)S(=O)(=O)C=1C=CC(=C(C1)C1=NN(C=C1NC(=O)C=1C=NN2C1N=CC=C2)C)OC(F)F